5-([1,2,4]Triazolo[1,5-a]pyridin-6-yl)-N-(4-isopropylphenyl)-1-(6-methylpyridin-2-yl)-1H-pyrazol-3-carboxyamid N=1C=NN2C1C=CC(=C2)C2=CC(=NN2C2=NC(=CC=C2)C)CC(=O)NC2=CC=C(C=C2)C(C)C